8-chloro-N,N-dimethyl-1-[trans-4-(pyridin-2-yloxy)cyclohexyl]-5,6-dihydro-4H-[1,2,4]triazolo[4,3-a][1]benzazepine-5-amine ClC=1C=CC2=C(CC(CC=3N2C(=NN3)[C@@H]3CC[C@H](CC3)OC3=NC=CC=C3)N(C)C)C1